(R)-N-(6-(1-((3R,4S)-3,4-dimethyltetrahydrofuran-3-yl)piperidin-4-yl)-7-methylisoquinolin-3-yl)-6-oxaspiro[2.5]octane-1-carboxamide C[C@@]1(COC[C@H]1C)N1CCC(CC1)C=1C=C2C=C(N=CC2=CC1C)NC(=O)[C@@H]1CC12CCOCC2